(S)-N-[(R)-(4,5-dichloro-2-hydroxyphenyl)[1-[(4R)-2,2-dimethyl-1,3-dioxolane-4-carbonyl]-2-methylpiperidin-4-yl]methyl]-2-methylpropane-2-sulfinamide ClC1=CC(=C(C=C1Cl)[C@H](N[S@@](=O)C(C)(C)C)C1CC(N(CC1)C(=O)[C@@H]1OC(OC1)(C)C)C)O